6-isopentyl-1,4,4,8-tetramethyl-octahydro-2H-benzo[d][1,3]oxazin-2-one C(CC(C)C)C1CC2C(N(C(OC2(C)C)=O)C)C(C1)C